CNC=1C(=NC=C(C1)N)N1N=NC=C1 N3-methyl-2-(1H-1,2,3-triazol-1-yl)pyridine-3,5-diamine